ClC1=C(C(=O)NC(NC=2C=C(C=CC2OC)NC(=O)NC)=O)C=C(C(=C1)F)F 1-(3-(3-(2-Chloro-4,5-difluorobenzoyl)ureido)-4-methoxyphenyl)-3-methylurea